6-oxa-1-azaspiro[3.3]heptan N1CCC12COC2